3-amino-6-(3-(1-methyl-1H-pyrazol-4-yl)phenyl)-N-(4-azaspiro[2.5]octan-6-yl)pyrazine-2-carboxamide NC=1C(=NC(=CN1)C1=CC(=CC=C1)C=1C=NN(C1)C)C(=O)NC1CNC2(CC2)CC1